(3-isopropoxy)benzyl-N-(4-(ethylsulfonyl)benzyl)-9H-carbazole-3-amide C(C)(C)OC=1C=C(CC2=CC(=CC=3C4=CC=CC=C4NC23)C(=O)NCC2=CC=C(C=C2)S(=O)(=O)CC)C=CC1